undec-3,8-dien-6-ol CCC=CCC(CC=CCC)O